(1R,3S,4S)-2-azabicyclo[2.2.1]heptane-3-carboxylic acid ethyl ester C(C)OC(=O)[C@H]1N[C@@H]2CC[C@H]1C2